7-cyclopentyl-2-((5-(4-((2-(2,6-dioxopiperidin-3-yl)-1,3-dioxoisoindolin-4-yl)glycyl)piperazin-1-yl)pyridin-2-yl)amino)-N,N-dimethyl-7H-pyrrolo[2,3-d]pyrimidine-6-carboxamide C1(CCCC1)N1C(=CC2=C1N=C(N=C2)NC2=NC=C(C=C2)N2CCN(CC2)C(CNC2=C1C(N(C(C1=CC=C2)=O)C2C(NC(CC2)=O)=O)=O)=O)C(=O)N(C)C